C(C)(=O)CC[N+](C)(C)C 2-acetylethyltrimethylammonium